C(C)(C)(C)OC(=O)N1CCN(CC1)C1=CC(=C(C=C1)NC1=NC=C(C(=N1)NC1=C(C=CC=C1)P(=O)(C)C)Cl)OC.O(C#N)C1=CC=C(C=C1)C(CC)(CCCCC)C1=CC=C(C=C1)OC#N 3,3-Bis(4-Cyanatophenyl)Octane tert-butyl-4-(4-((5-chloro-4-((2-(dimethylphosphoryl)phenyl)amino)pyrimidin-2-yl)amino)-3-methoxyphenyl)piperazine-1-carboxylate